C1(=CC=CC=C1)C1CCNCC1 (2R,4S)-4-phenylpiperidine